ClC=1C=C(C=C(C1CC1=C(C(=C(C=C1)O)C(C)C)F)Cl)NCC(=O)NC 2-((3,5-dichloro-4-(2-fluoro-4-hydroxy-3-isopropylbenzyl)phenyl)amino)-N-methylacetamide